ClC=1C=C2C=C(NC2=CC1)NC([C@H](CC1=C(C=CC=C1)Cl)NC(OC(C)(C)C)=O)=O (S)-tert-butyl 1-(5-chloro-1H-indol-2-ylamino)-3-(2-chlorophenyl)-1-oxopropan-2-ylcarbamate